5-(3-((4-(5-chloropyridin-2-yl)piperazin-1-yl)methyl)piperidin-1-yl)-2-(furan-2-yl)-[1,2,4]triazolo[1,5-a][1,3,5]triazine-7-amine ClC=1C=CC(=NC1)N1CCN(CC1)CC1CN(CCC1)C1=NC=2N(C(=N1)N)N=C(N2)C=2OC=CC2